8-[(3-bromo-2-chlorophenyl)amino]-1,7-naphthyridine-3-carbaldehyde BrC=1C(=C(C=CC1)NC=1N=CC=C2C=C(C=NC12)C=O)Cl